ClC1=NC=2C=C(C=CC2C2=C1C=CN2)C(=O)OCC ethyl 4-chloro-1H-pyrrolo[3,2-c]quinoline-7-carboxylate